methyl 1-(5-bromo-6-fluoropyridin-2-yl)azetidine-3-carboxylate BrC=1C=CC(=NC1F)N1CC(C1)C(=O)OC